Tetrathiotetracene C1=CC=C2C=C3C=C4C(=CC3=CC2=C1)C(=C(C(=C4S)S)S)S